hydroperoxyglutathione O(O)N[C@H](C(=O)O)CCC(=O)N[C@@H](CS)C(=O)NCC(=O)O